ClC=1C=C(C(=C(C1)C1=NNC(O1)=O)C=C)F 5-(5-chloro-3-fluoro-2-vinylphenyl)-1,3,4-oxadiazol-2(3H)-one